5-methyl-N-2-propyn-1-yl-2-thiazolamine CC1=CN=C(S1)NCC#C